2-((2R,5S)-2,5-dimethylpyrrolidin-1-yl)-6-nitrobenzo[d]oxazole C[C@H]1N([C@H](CC1)C)C=1OC2=C(N1)C=CC(=C2)[N+](=O)[O-]